OCC(C(=O)N(C=1C=NC=CC1)C1=CC=C(C=C1)O)C 3-hydroxy-N-(4-hydroxyphenyl)-2-methyl-N-(pyridin-3-yl)propionamide